1-(3-(4-bromophenyl)acryloyl)azetidin BrC1=CC=C(C=C1)C=CC(=O)N1CCC1